ethyl (3-hydroxy-4-methyl-5-phenoxypicolinoyl)glycinate OC=1C(=NC=C(C1C)OC1=CC=CC=C1)C(=O)NCC(=O)OCC